BrC=1C(N(C(C1Br)=O)CCCCC(=O)O)=O 5-(3,4-dibromo-2,5-dioxo-2,5-dihydro-1H-pyrrol-1-yl)pentanoic acid